3,7-dimethyl-1-bromo-2,6-octadiene CC(=CCBr)CCC=C(C)C